3-phenyl-1,2-propylene oxide C1(=CC=CC=C1)CC1CO1